N[C@@H](CC(C)(C)C)C(=O)O t-butylalanine